2,4-diamino-6-chloro-5-cyanopyrimidine NC1=NC(=C(C(=N1)N)C#N)Cl